isopropyl (R)-2-(((benzyloxy)carbonyl)amino)-2-(2-(1-(difluoromethyl)-1H-pyrazol-4-yl)quinolin-6-yl)-4,4-dimethylpentanoate C(C1=CC=CC=C1)OC(=O)N[C@](C(=O)OC(C)C)(CC(C)(C)C)C=1C=C2C=CC(=NC2=CC1)C=1C=NN(C1)C(F)F